N-(4-(4-amino-1-isopropyl-7-((1r,4r)-4-((2-methoxyethyl)amino)cyclohexyl)-1H-pyrazolo[4,3-c]pyridin-3-yl)-2,5-difluorophenyl)-2-methoxybenzenesulfonamide NC1=NC=C(C2=C1C(=NN2C(C)C)C2=CC(=C(C=C2F)NS(=O)(=O)C2=C(C=CC=C2)OC)F)C2CCC(CC2)NCCOC